C(C)OC(=O)C1C2CC(CC12)(F)F.Cl[Si](CCCC[Si](Cl)(Cl)Cl)(Cl)Cl 1,4-bis(trichlorosilyl)butane ethyl-3,3-difluoro-bicyclo[3.1.0]hexane-6-carboxylate